(E)-2-(piperidine-1-carbonyl)-3-(5-(1-(tetrahydro-2H-pyran-4-yl)-1,6-dihydroimidazo[4,5-d]pyrrolo[2,3-b]pyridin-2-yl)furan-2-yl)acrylonitrile N1(CCCCC1)C(=O)\C(\C#N)=C\C=1OC(=CC1)C1=NC=2C(=C3C(=NC2)NC=C3)N1C1CCOCC1